(3R)-1-[(1R,4R)-4-{[2-(2,6-DIOXOPIPERIDIN-3-YL)-1,3-DIOXO-2,3-DIHYDRO-1H-ISOINDOL-4-YL]AMINO}CYCLOHEXANECARBONYL]PYRROLIDINE-3-CARBOXYLIC ACID O=C1NC(CCC1N1C(C2=CC=CC(=C2C1=O)NC1CCC(CC1)C(=O)N1C[C@@H](CC1)C(=O)O)=O)=O